C(C)(C)(C)OC(=O)N1C[C@@]2(CC1)C[C@@H]([C@H](CC2)N)C |r| rac-(5r,7s,8s)-8-amino-7-methyl-2-azaspiro[4.5]decane-2-carboxylic acid tert-butyl ester